(R)-5-(2-(1-(2-(pyridin-2-yl)propan-2-yl)-3-(2H-tetrazol-5-yl)pyrrolidin-3-yl)ethyl)benzo[c][1,2,5]oxadiazole N1=C(C=CC=C1)C(C)(C)N1C[C@@](CC1)(C=1N=NNN1)CCC1=CC=2C(=NON2)C=C1